Cl.S1C(=CC2=C1CNCC2)C(=O)OC methyl 4,5,6,7-tetrahydrothieno[2,3-c]pyridine-2-carboxylate hydrochloride